Methyl 1-(3-(2-(tert-butoxy)-2-oxoethyl)benzyl)cyclopropane-1-carboxylate C(C)(C)(C)OC(CC=1C=C(CC2(CC2)C(=O)OC)C=CC1)=O